C1(CC1)C1=NOC(=N1)C12CCC(CC1)(CC2)CN(C(=O)C2CCC(CC2)(F)F)C2=CC(=CC=C2)C2=NC(=NO2)CC2CC2 N-((4-(3-cyclopropyl-1,2,4-oxadiazol-5-yl)bicyclo[2.2.2]octan-1-yl)methyl)-N-(3-(3-(cyclopropylmethyl)-1,2,4-oxadiazol-5-yl)phenyl)-4,4-difluorocyclohexane-1-carboxamide